C(CCCCCCC\C=C/C\C=C/CCCCC)(=O)OCC(COC(CCC(OCCCCCCCCF)OCCCCCCCCF)=O)CO 3-((4,4-bis((8-fluorooctyl)oxy)butanoyl)oxy)-2-(hydroxymethyl)propyl (9Z,12Z)-octadeca-9,12-dienoate